5-(6-amino-1-(4-aminobenzyl)-1H-pyrazolo[3,4-d]pyrimidin-4-yl)nicotinonitrile NC1=NC(=C2C(=N1)N(N=C2)CC2=CC=C(C=C2)N)C=2C=NC=C(C#N)C2